2-{3-[3-(propan-2-yl)piperazin-1-yl]-1,2,4-triazin-6-yl}-5-(1H-pyrazol-4-yl)phenol CC(C)C1CN(CCN1)C=1N=NC(=CN1)C1=C(C=C(C=C1)C=1C=NNC1)O